1,3-dipalmitoyl-2-stearoylglycerol C(CCCCCCCCCCCCCCC)(=O)OCC(OC(CCCCCCCCCCCCCCCCC)=O)COC(CCCCCCCCCCCCCCC)=O